N1=CC(=CC=C1)CC(C(=O)N)NCC1=CC=NC=C1 (pyridine-3-ylmethyl)-2-[(pyridine-4-ylmethyl)amino]acetamid